(S)-2-(3-fluorophenoxy)-5-(((1-oxo-1,6,7,8,8a,9-hexahydropyrrolo[1',2':3,4]imidazo[1,2-c]pyrimidin-3-yl)oxy)methyl)benzonitrile FC=1C=C(OC2=C(C#N)C=C(C=C2)COC=2C=C3N(C(N2)=O)C[C@H]2N3CCC2)C=CC1